tert-butyl (R)-4-((6-chloropyrazolo[1,5-a]pyrazin-4-yl)oxy)azepane-1-carboxylate ClC=1N=C(C=2N(C1)N=CC2)O[C@H]2CCN(CCC2)C(=O)OC(C)(C)C